FC=1C=C(OC2=CC(=NC=C2)C(=O)N[C@@H]2C(N(C3=C(OC2)C=CC(=N3)C#CC3(COC3)O)C)=O)C=CC1 (S)-4-(3-fluorophenoxy)-N-(7-((3-hydroxyoxetan-3-yl)ethynyl)-5-methyl-4-oxo-2,3,4,5-tetrahydropyrido[3,2-b][1,4]oxazepin-3-yl)picolinamide